3-oxo-propoxy-ethoxy-propionic acid O=CCCOC(C(=O)O)(C)OCC